C1(CCC1)NC1=CC=C(C(=N1)C(=O)NCC(C)(C)C)OC 6-(Cyclobutylamino)-N-(2,2-dimethylpropyl)-3-methoxy-pyridine-2-carboxamide